FC(C)(F)C1=NC(=CC(=N1)NC1=CC(=NC=C1OCC1=CN=C(O1)C)NC(C)=O)C N-(4-((2-(1,1-difluoroethyl)-6-methylpyrimidin-4-yl)amino)-5-((2-methyl-oxazol-5-yl)methoxy)pyridin-2-yl)acetamide